F[B-](F)(F)F.C1(=C(C(=CC(=C1)C)C)[N+]=1N=C2N([C@H]3[C@@H](OC2)CC2=CC=C(C=C23)N)C1)C (5aS,10bR)-2-mesityl-9-amino-5a,10b-dihydro-4H,6H-indeno[2,1-b][1,2,4]triazolo[4,3-d][1,4]oxazin-2-ium tetrafluoroborate